dicarbazole terephthalate C(C1=CC=C(C(=O)O)C=C1)(=O)O.C1=CC=CC=2C3=CC=CC=C3NC12.C1=CC=CC=2C3=CC=CC=C3NC12